2-(dimethylamino)-1-(3-(5-methyl-6-(8-methyl-[1,2,4]triazolo[1,5-a]pyridin-6-yl)-1H-indazol-3-yl)piperidin-1-yl)ethan-1-one CN(CC(=O)N1CC(CCC1)C1=NNC2=CC(=C(C=C12)C)C=1C=C(C=2N(C1)N=CN2)C)C